C(C)O/C=C/C=1C(=NC(=NC1)SC)C(=O)N (E)-5-(2-ethoxyvinyl)-2-(methylsulfanyl)pyrimidine-4-carboxamide